FC1(CC2(C1)C=C(N(CC2)C(=O)OC(C)(C)C)C2=CC=C(C=C2)C(C)(C)O)F tert-butyl 2,2-difluoro-6-(4-(2-hydroxypropan-2-yl)phenyl)-7-azaspiro[3.5]non-5-ene-7-carboxylate